C1(=CC=CC=C1)N(C1=CC=C(C=C1)N)C1=CC=CC=C1 N,N-diphenyl-1,4-phenylenediamine